6-tert-butyl-9-[1-(2-ethoxy-2-oxoethyl)-6-oxo-1,6-dihydropyridin-3-yl]-10-methoxy-2-oxo-6,7-dihydro-2H-pyrido[2,1-a]isoquinoline-3-carboxylic acid ethyl ester C(C)OC(=O)C=1C(C=C2N(C(CC3=CC(=C(C=C23)OC)C2=CN(C(C=C2)=O)CC(=O)OCC)C(C)(C)C)C1)=O